methyl 3-[[5-[2-[2-(tert-butoxycarbonylamino) ethoxy] phenyl]-2,4-difluoro-phenyl] methylsulfanyl]-5-chloro-4-methoxybenzoate C(C)(C)(C)OC(=O)NCCOC1=C(C=CC=C1)C=1C(=CC(=C(C1)CSC=1C=C(C(=O)OC)C=C(C1OC)Cl)F)F